C(C)(C)(C)C1CCC(CC1)CC1C(C2=CC=CC=C2C(C1)=O)=O 2-[(4-t-butylcyclohexyl)methyl]-2,3-dihydro-1,4-naphthalenedione